1-[[[2-[[4-(6-fluoro-1H-indazol-4-yl)triazol-1-yl]methyl]imidazo[1,2-a]pyridin-6-yl]methylamino]methyl]cyclobutanol FC1=CC(=C2C=NNC2=C1)C=1N=NN(C1)CC=1N=C2N(C=C(C=C2)CNCC2(CCC2)O)C1